OC1([C@]2(C)[C@@H](CC1)[C@@H]1CCC3CC(CC[C@]3(C)[C@H]1CC2)=O)O 17,17-dihydroxyandrostan-3-one